C(=C)C=1C(=C(N(C1C1=C2C(=NC=C1)NC=C2)COCC[Si](C)(C)C)C2=C(C=C(C=C2)C)F)C(=O)N 4-ethenyl-2-(2-fluoro-4-methylphenyl)-5-(1H-pyrrolo[2,3-b]pyridin-4-yl)-1-{[2-(trimethylsilyl)ethoxy]methyl}-1H-pyrrole-3-carboxamide